tert-Butyl (1R,5S)-3-[3-[[(1R)-1-[4-benzyloxy-3-methoxy-5-(1-methylpyrazol-4-yl)phenyl]ethyl]carbamoyl]-4-methyl-phenyl]-3,8-diazabicyclo[3.2.1]octane-8-carboxylate C(C1=CC=CC=C1)OC1=C(C=C(C=C1C=1C=NN(C1)C)[C@@H](C)NC(=O)C=1C=C(C=CC1C)N1C[C@H]2CC[C@@H](C1)N2C(=O)OC(C)(C)C)OC